CC1C2(C(NC(N2)=O)=O)CCN(C1)C(=O)OC(C)(C)C Tert-butyl 6-methyl-2,4-dioxo-1,3,8-triazaspiro[4.5]decane-8-carboxylate